4H-pyrazole-4-carboxamide N=1N=CC(C1)C(=O)N